C1(CC1)N1CCC(CC1)NC=1C2=CC=CC=C2N=C2C=C(C(=CC12)OC)CC N-(1-cyclopropylpiperidin-4-yl)-3-ethyl-2-methoxyacridin-9-amine